1-phenyl-1-(4-chlorophenyl)methanol C1(=CC=CC=C1)C(O)C1=CC=C(C=C1)Cl